C(C=C)OCC(C[Na])O 3-allyloxy-2-hydroxypropyl-sodium